BrC=1C=CC(=NC1)OC(C(F)F)C 5-bromo-2-((1,1-difluoropropan-2-yl)oxy)pyridine